CC1=CN=C(S1)C=1C=C(C(=O)N[C@H](C)C=2C=NC(=NC2)C(F)(F)F)C=C(C1)O[C@H]1COCC1 3-(5-methylthiazol-2-yl)-5-(((R)-tetrahydrofuran-3-yl)oxy)-N-((R)-1-(2-(trifluoromethyl)pyrimidin-5-yl)ethyl)benzamide